FC=1C=C(N)C=CC1OC1=CC=NC2=CC(=CN=C12)C(=C)C 3-fluoro-4-((7-(prop-1-en-2-yl)-1,5-naphthyridin-4-yl)oxy)aniline